COC(C(CN1N=CN=C1)O)=O hydroxy-3-(1,2,4-triazol-1-yl)propionic acid methyl ester